3,4-dihydroxyl-phenyl-pyruvic acid OC=1C=C(C=CC1O)CC(C(=O)O)=O